C1(CC1)OC1=C(C=NC=C1)C(=O)NC1=CC(=C(C(=C1)F)OC1=CC=NC2=CC(=C(C=C12)OCCO)OC)F 4-cyclopropoxy-N-(3,5-difluoro-4-{[6-(2-hydroxyethoxy)-7-methoxyquinolin-4-yl]oxy}phenyl)pyridine-3-carboxamide